CC1=CC=C(C=C1)S(=O)(=O)OC1=NC=CC=C1 pyridin-2-yl 4-methylbenzenesulfonate